1-(3-methyl-3-(methylsulfonyl)but-1-yn-1-yl)-6,7-dihydro-5H-cyclopenta[c]pyridine CC(C#CC1=NC=CC2=C1CCC2)(C)S(=O)(=O)C